2,2-bis[p-(m-aminophenoxy)phenyl]benzophenone NC=1C=C(OC2=CC=C(C=C2)C2(C(C(=O)C3=CC=CC=C3)C=CC=C2)C2=CC=C(C=C2)OC2=CC(=CC=C2)N)C=CC1